N-((3S,4S)-3-((6-(2,6-dichloro-3,5-dimethoxyphenyl)-8-(6-oxa-2-azaspiro[3.4]octan-2-yl)pyrido[3,4-d]pyrimidin-2-yl)amino)tetra-hydro-2H-pyran-4-yl)acrylamide ClC1=C(C(=C(C=C1OC)OC)Cl)C1=CC2=C(N=C(N=C2)N[C@@H]2COCC[C@@H]2NC(C=C)=O)C(=N1)N1CC2(C1)COCC2